C(C)O[Si](CCCSCCC[Si](OCC)(OCC)OCC)(OCC)OCC bis[gamma-(triethoxysilyl) propyl] sulfide